C1CC(CC1)O cyclopentan-3-ol